C(C)(C)N(CC(=O)O)C(C)C N,N-diisopropylglycine